6-{6-methoxy-5-[(3-phenyladamantan-1-yl)carbamoyl]pyridin-3-yl}-N-methyl-1H-indazole-3-carboxamide COC1=C(C=C(C=N1)C1=CC=C2C(=NNC2=C1)C(=O)NC)C(NC12CC3(CC(CC(C1)C3)C2)C2=CC=CC=C2)=O